C(C)(=O)N1[C@H]([C@H](CCC1)NS(NCC)(=O)=O)CO[C@@H]1CC[C@@H](CC1)C(C)C N-(cis-1-acetyl-2-(((cis-4-isopropylcyclohexyl)oxy)methyl)-piperidin-3-yl)-N'-ethylsulfuric diamide